2-(6-cyclopropyl-2-(((S)-pyrrolidin-3-yl)amino)pyrimidin-4-yl)-4-(2-fluoro-6-methoxyphenyl)-2,3-dihydro-1H-pyrrolo[3,4-c]pyridin-1-one C1(CC1)C1=CC(=NC(=N1)N[C@@H]1CNCC1)N1CC=2C(=NC=CC2C1=O)C1=C(C=CC=C1OC)F